hydroxybenzylquinuclidinium hydroxide [OH-].OC1[N+]2(CCC(C1)CC2)CC2=CC=CC=C2